C(C=C)(=O)C1=C(C=C(C=C1)F)C1=CC(=C(C=C1)CC(=O)O)C(N(C)C)=O 2-(2'-acryloyl-3-(dimethylcarbamoyl)-5'-fluoro-[1,1'-biphenyl]-4-yl)acetic acid